ethylenebiscoumarin C(CC=1C(OC2=CC=CC=C2C1)=O)C=1C(OC2=CC=CC=C2C1)=O